pinacol OC(C)(C)C(C)(C)O